ClCC1=C(C=CC=C1)C1OCCC1 (2-(chloromethyl)phenyl)tetrahydrofuran